COC(C(C(=O)OC)C1=NC(=NC(=C1C1OCCO1)Cl)Cl)=O 2-(2,6-dichloro-5-(1,3-dioxolan-2-yl)pyrimidin-4-yl)malonic acid dimethyl ester